(S)-N-(1-hydroxy-3,3-dimethyl-butan-2-yl)quinoline-8-carboxamide OC[C@H](C(C)(C)C)NC(=O)C=1C=CC=C2C=CC=NC12